2-((3aR,5r,6aS)-5-(4-fluorobenzyl)-5-hydroxyhexahydrocyclopenta[c]pyrrol-2(1H)-yl)-1-(4-hydroxyphenyl)ethanone FC1=CC=C(CC2(C[C@@H]3[C@@H](CN(C3)CC(=O)C3=CC=C(C=C3)O)C2)O)C=C1